4-(3-Cyclopropyl-4-ethyl-5-oxo-4,5-dihydro-1H-1,2,4-triazol-1-yl)-2,5-difluorobenzoic acid tert-butyl ester C(C)(C)(C)OC(C1=C(C=C(C(=C1)F)N1N=C(N(C1=O)CC)C1CC1)F)=O